5-(trans-2-((cyclopropylmethyl)amino)-cyclopropyl)-N-(4,4-difluorocyclohexyl)-1-methyl-1H-pyrazole-3-carboxamide C1(CC1)CN[C@H]1[C@@H](C1)C1=CC(=NN1C)C(=O)NC1CCC(CC1)(F)F